C(CCC)C=1C(=CC=C2C(=CN(C12)C)C=1CC=NCC1)N1C(NC(CC1)=O)=O 7-Butyl-4-(6-(2,4-dioxotetrahydropyrimidin-1(2H)-yl)-1-methyl-1H-indol-3-yl)-3,6-dihydropyridine